CC(C)CC(C(CC(C)C)(C1=CC=CC=C1)CC)(C1=CC=CC=C1)CC 2,7-Dimethyl-4,5-diethyl-4,5-diphenyloctan